FC1=C(C(=O)NC2=CC(=CC(=C2)C(F)(F)F)N2CCN(CC2)C)C=C(C(=C1)C)C#CC1=CN=C2N1C=CC=C2NC=2C=NN(C2)C 2-fluoro-4-methyl-5-((8-((1-methyl-1H-pyrazol-4-yl)amino)imidazo[1,2-a]pyridin-3-yl)ethynyl)-N-(3-(4-methylpiperazin-1-yl)-5-(trifluoromethyl)phenyl)benzamide